[N+](=[N-])=CC(CC[C@@H](C(=O)OCC)NC([C@H](C)SC)=O)=O ethyl (S)-6-diazo-2-((S)-2-(methylthio) propanamido)-5-oxohexanoate